FC=1C=C(C=CC1F)N1C(=C(C2=C1C=C1C=NNC1=C2F)C2=CC=C(C(=O)OC)C=C2)[C@](COC)(CC)O methyl (S)-4-(5-(3,4-difluorophenyl)-8-fluoro-6-(2-hydroxy-1-methoxybutan-2-yl)-1,5-dihydropyrrolo[2,3-f]indazol-7-yl)benzoate